anti-feruloyl-CoA C(\C=C\C1=CC(OC)=C(O)C=C1)(=O)SCCNC(CCNC([C@@H](C(COP(OP(OC[C@@H]1[C@H]([C@H]([C@@H](O1)N1C=NC=2C(N)=NC=NC12)O)OP(=O)(O)O)(=O)O)(=O)O)(C)C)O)=O)=O